N-(3-Cyano-4-methyl-1H-indol-7-yl)-1-[(1R,2R)-2-hydroxy-1-methyl-propyl]pyrazol-4-sulfonamid C(#N)C1=CNC2=C(C=CC(=C12)C)NS(=O)(=O)C=1C=NN(C1)[C@@H]([C@@H](C)O)C